C(C)(=O)C1C2CCC(C1(C)C)C2 2-acetyl-3,3-di-methyl-norbornane